CN1N=CC=C1N 1-methyl-1H-pyrazol-5-amine